1-methyl-1-(triphenylphosphonio)ethyl carbamate C(N)(OC(C)([P+](C1=CC=CC=C1)(C1=CC=CC=C1)C1=CC=CC=C1)C)=O